1,2-ditolyl-glycerol C1(=C(C=CC=C1)OCC(OC1=C(C=CC=C1)C)CO)C